ClC=1C=CC=2N=CN=C(C2N1)N1CC(NCC1)=O 4-(6-chloropyrido[3,2-d]pyrimidin-4-yl)piperazin-2-one